N-[2-[4-[[(1S,5R)-3-[1-(2,6-dioxo-3-piperidyl)-3-methyl-2-oxo-benzimidazol-4-yl]-8-azabicyclo[3.2.1]octan-8-yl]methyl]cyclohexyl]indazol-5-yl]-6-(trifluoromethyl)pyridine-2-carboxamide O=C1NC(CCC1N1C(N(C2=C1C=CC=C2C2C[C@@H]1CC[C@H](C2)N1CC1CCC(CC1)N1N=C2C=CC(=CC2=C1)NC(=O)C1=NC(=CC=C1)C(F)(F)F)C)=O)=O